1-(4-{3-[(1r,3R,5S,7r)-3,5-dimethyladamantan-1-yl]ureido}-3-fluorobenzoyl)piperidine C[C@]12CC3(CC(C[C@@](C1)(C3)C)C2)NC(NC2=C(C=C(C(=O)N3CCCCC3)C=C2)F)=O